[(4-bromo-2,3-difluoro-benzoyl)amino] 2,2-dimethylpropanoate CC(C(=O)ONC(C1=C(C(=C(C=C1)Br)F)F)=O)(C)C